(3s,4s)-1-[2-cyano-3-fluoro-4-(trifluoromethyl)phenyl]-3,4,6-trifluoro-1,2,3,4-tetrahydroquinoline-8-carbonitrile C(#N)C1=C(C=CC(=C1F)C(F)(F)F)N1C[C@@H]([C@H](C2=CC(=CC(=C12)C#N)F)F)F